6-fluoro-3-iodoimidazo[1,2-a]pyridine-8-carbonitrile FC=1C=C(C=2N(C1)C(=CN2)I)C#N